COC1=CC=C(C=C1)CNC(=O)NC1=CC=C(C=C1)C(CS(=O)(=O)CCNC([O-])=O)=O (2-{2-[4-({[(4-methoxyphenyl)methyl]carbamoyl}amino)phenyl]-2-oxoethanesulfonyl}ethyl)carbamate